C1(CCCCC1)[C@@H](C(=O)NC1=CC=C(C=C1)C1=C(C=[N+](C=C1)[O-])C)NC(=O)C1=CC=NN1C (S)-4-(4-(2-cyclohexyl-2-(1-methyl-1H-pyrazole-5-carboxamido)acetamido)phenyl)-3-methylpyridine 1-oxide